1-[2-chloro-4-[[6-[(1S,4S)-2,5-diazabicyclo[2.2.2]octan-2-yl]pyrido[3,2-d]pyrimidin-4-yl]amino]-3-fluoro-phenyl]cyclobutanecarbonitrile ClC1=C(C=CC(=C1F)NC=1C2=C(N=CN1)C=CC(=N2)N2[C@@H]1CN[C@H](C2)CC1)C1(CCC1)C#N